CN1CC2(C1)CNCC2 2-methyl-2,6-diazaspiro[3.4]octane